[Cl-].[Na+].P(=O)(O)(O)OC([C@@H]1[C@H]([C@H]([C@@H](O1)N1C=NC=2C(N)=NC=NC12)O)O)CCCC 5'-butyladenosine phosphate sodium chloride